N-[(2-Oxo-1H-pyridin-3-yl)sulfonyl]-6-[2-(trifluoromethyl)phenyl]-2-[(4S)-2,2,4-trimethylpyrrolidin-1-yl]pyridin-3-carboxamid O=C1NC=CC=C1S(=O)(=O)NC(=O)C=1C(=NC(=CC1)C1=C(C=CC=C1)C(F)(F)F)N1C(C[C@@H](C1)C)(C)C